C(C)(C)OCCN1CCN(CC1)C1=CC(=NC=C1)NC=1SC2=C(N1)C=CC(=C2)C2=CC=NC=C2 N-(4-(4-(2-isopropoxyethyl)piperazin-1-yl)pyridin-2-yl)-6-(pyridin-4-yl)benzo[d]thiazol-2-amine